6-[4-[3-[cis-3,5-dimethylpiperazin-1-yl]-1,2,4-triazin-6-yl]-3-(methoxymethoxy)phenyl]-2-methyl-[1,2,4]triazolo[1,5-b]pyridazine C[C@@H]1CN(C[C@@H](N1)C)C=1N=NC(=CN1)C1=C(C=C(C=C1)C=1C=CC=2N(N1)N=C(N2)C)OCOC